C(C)(C)(C)[Si](C)(C)OC1=CC=C(C=C1)F tert-butyl(4-fluorophenoxy)dimethylsilane